2,7-dichloro-N-(4-fluorobenzyl)pyrrolo[2,1-f][1,2,4]triazin-4-amine ClC1=NN2C(C(=N1)NCC1=CC=C(C=C1)F)=CC=C2Cl